6-(2-Chloro-6-fluorophenyl)-2-((2-methyl-4-((3S,SR)-3,4,5-trimethylpiperazin-1-yl)phenyl)amino)-8,9-dihydroimidazo[1,2-a]pyrimido[5,4-e]pyrimidin-5(6H)-one ClC1=C(C(=CC=C1)F)N1C=2N(C3=C(C1=O)C=NC(=N3)NC3=C(C=C(C=C3)N3C[C@@H](N([C@H](C3)C)C)C)C)CCN2 |&1:30|